The molecule is a cationic fluorescent dye derived from 9-phenylxanthene. It has a role as a fluorochrome. It is a xanthene dye and an iminium ion. CN(C1=CC=CC=C1)C2=CC3=C(C=C2)C(=C4C=CC(=[N+](C)C5=CC=CC=C5)C=C4O3)C6=CC=CC=C6S(=O)(=O)N7CCC(CC7)C(=O)ON8C(=O)CCC8=O